tert-Butyl N-[(1R,4S)-4-(3-amino-2-chlorophenyl)-4-methyl-6-oxo-1-(tetrahydrofuran-3-yl)hexahydropyrimidin-2-ylidene]-carbamate NC=1C(=C(C=CC1)[C@]1(NC(N(C(C1)=O)C1COCC1)=NC(OC(C)(C)C)=O)C)Cl